C(C1=CC=CC=C1)(=O)N1CCN(C2=CC=CC=C12)C(C(C)N1CCCC1)=O 1-(4-benzoyl-3,4-dihydroquinoxaline-1(2H)-yl)-2-(pyrrolidin-1-yl)propan-1-one